C(C1=CC=CC=C1)OC=1C=CC(=NC1OCCC1CC1)CC(C(C)C)C(=O)OC(C)(C)C tert-butyl (1-(5-(benzyloxy)-6-(2-cyclopropylethoxy) pyridin-2-yl)-3-methylbutan-2-yl)carboxylate